FC1=C(C=CC(=C1)F)S(=O)(=O)NC=1C(=NC=C(C1)C=1C=C2C(=NC=NC2=C(C1)F)N1CCN(CC1)C(\C=C\C(C)=O)=O)OC (E)-2,4-difluoro-N-(5-(8-fluoro-4-(4-(4-oxopent-2-enoyl)piperazin-1-yl)quinazoline-6-yl)-2-methoxypyridin-3-yl)benzenesulfonamide